C(C)(=O)O.NCC1=NC=CC=C1N(S(=O)(=O)C)C N-(2-aminomethyl-pyridin-3-yl)-N-methyl-methanesulfonamide acetate salt